C(CCCCCCCCCCCC)OC=1C=C(C(=O)OC)C=CC1 methyl 3-(tridecyloxy)benzoate